C(C)(=O)NC=1C=C(C=NC1NC(CO)(C)C)C=1C=C(C(=O)NC2CC2)C=CC1C 3-(5-acetamido-6-((1-hydroxy-2-methylpropan-2-yl)amino)pyridin-3-yl)-N-cyclopropyl-4-methylbenzamide